((2S,3R,4R)-2-cyclopropyl-6-(3,6-dihydro-2H-pyran-4-yl)-4-((6-methoxypyridin-2-yl)amino)-3-methyl-3,4-dihydroquinolin-1(2H)-yl)ethanone C1(CC1)[C@@H]1N(C2=CC=C(C=C2[C@@H]([C@H]1C)NC1=NC(=CC=C1)OC)C=1CCOCC1)C(C)=O